C(N)(O[C@@H]1[C@H](O[C@H]([C@@H]1O[Si](C)(C)C(C)(C)C)N1C(NC(C=C1)=O)=O)CO[Si](C)(C)C(C)(C)C)=O (2R,3R,4R,5R)-4-((tert-butyldimethylsilyl)oxy)-2-(((tert-butyldimethylsilyl)oxy)methyl)-5-(2,4-dioxo-3,4-dihydropyrimidin-1(2H)-yl)tetrahydrofuran-3-yl carbamate